(R)-2,2'-dihydroxyl-[1,1'-binaphthyl]-3,3'-dicarboxaldehyde OC1=C(C2=CC=CC=C2C=C1C=O)C1=C(C(=CC2=CC=CC=C12)C=O)O